5-(5-((1R,5S,6r)-6-(1H-1,2,3-Triazol-5-yl)-3-azabicyclo[3.1.0]hexan-3-yl)-1,3,4-oxadiazol-2-yl)-N-(4-chlorobenzyl)pyrimidin-2-amine N1N=NC=C1C1[C@H]2CN(C[C@@H]12)C1=NN=C(O1)C=1C=NC(=NC1)NCC1=CC=C(C=C1)Cl